BrC=1C(=C(C(=O)N[C@@H](CCOC2CC(C2)CCC2=NC=3NCCCC3C=C2)C(=O)O)C(=CC1)F)Cl N-(3-bromo-2-chloro-6-fluorobenzoyl)-O-((1R,3R)-3-(2-(5,6,7,8-tetrahydro-1,8-naphthyridin-2-yl)ethyl)cyclobutyl)-L-homoserine